BrC=1C=C(C=CC1)[C@@]1(COCC1)C#N |r| (±)-3-(3-Bromophenyl)tetrahydrofuran-3-carbonitrile